C(#N)C[C@H](C)NC([O-])=O [(1S)-2-cyano-1-methylethyl]carbamate